FC1(CN(C1)CC(=O)NC=1N=NN(C1)CCCCN1N=NC(=C1)C(=O)NCC1=C(C=CC(=C1)OC(F)(F)F)F)F 1-(4-{4-[2-(3,3-difluoroazetidin-1-yl)acetamido]-1H-1,2,3-triazol-1-yl}butyl)-N-{[2-fluoro-5-(trifluoromethoxy)phenyl]methyl}-1H-1,2,3-triazole-4-carboxamide